(S)-2-(2-(5-(tert-butyloxycarbonylamino)-3-carbamoyl-1H-indazol-1-yl)-N-(1-(tert-butyldimethylsilyloxy)propan-2-yl)acetamido)acetic acid C(C)(C)(C)OC(=O)NC=1C=C2C(=NN(C2=CC1)CC(=O)N([C@H](CO[Si](C)(C)C(C)(C)C)C)CC(=O)O)C(N)=O